1-Benzyl-4-(pyridin-2-yl)-1,2,3,4-tetrahydroquinoxaline C(C1=CC=CC=C1)N1CCN(C2=CC=CC=C12)C1=NC=CC=C1